C(C)OC(=O)C=1N=CC=2CN(CCC2C1)C1=NC(=CC(=C1)F)N1CC(CC1)OC 7-(4-fluoro-6-(3-methoxypyrrolidin-1-yl)pyridin-2-yl)-5,6,7,8-tetrahydro-2,7-naphthyridine-3-carboxylic acid ethyl ester